FC1=C(SC=C1CNC)[S@@](=O)(N)=NC(NC1=C2C(=CC=3CCCC13)CC2)=O (R)-3-fluoro-4-((methylamino)methyl)-N'-((2,4,5,6-tetrahydro-1H-cyclobuta[f]inden-3-yl)carbamoyl)thiophene-2-sulfonimidamide